2-bromo-4-chlorobenzeneamine BrC1=C(C=CC(=C1)Cl)N